C(C)(C)N1CC2(C1)CC(C2)CC(=O)N[C@@H](CCCCCC(CC)=O)C=2NC(=CN2)C=2C(=NC1=CC=CC=C1C2)OC (S)-2-(2-Isopropyl-2-azaspiro[3.3]heptan-6-yl)-N-(1-(5-(2-methoxychinolin-3-yl)-1H-imidazol-2-yl)-7-oxononyl)acetamid